(R)-2-amino-6-(4-(1-methylpiperidin-4-yl)benzyl)-4-(pentan-2-ylamino)pyrimidine NC1=NC(=CC(=N1)N[C@H](C)CCC)CC1=CC=C(C=C1)C1CCN(CC1)C